2-(methanesulfonyl)ethyl methanesulfonate CS(=O)(=O)OCCS(=O)(=O)C